N1=NC=CC=2C3=CC=CC=C3C=CC12 Diazaphenanthren